N1=CC=CC2=CC=CC(=C12)NC=O N-(8-quinolyl)formamide